(2S)-1-(3-ethoxy-3-oxopropionyl)-5-(2-methoxy-2-oxoethyl)-5-methylpyrrolidine-2-carboxylic acid ethyl ester C(C)OC(=O)[C@H]1N(C(CC1)(C)CC(=O)OC)C(CC(=O)OCC)=O